ClC=1C=2N(C=CN1)C=C(N2)C(=O)OC methyl 8-chloroimidazo[1,2-a]pyrazine-2-carboxylate